N-(3,5-difluoro-4-(4-methylpiperazin-1-yl)phenyl)-4-hydroxy-1-isobutyl-2-oxo-1,2-dihydroquinoline-3-carboxamide hydrochloride Cl.FC=1C=C(C=C(C1N1CCN(CC1)C)F)NC(=O)C=1C(N(C2=CC=CC=C2C1O)CC(C)C)=O